3-bromo-4,6-dichloro-1-(tetrahydro-2H-pyran-2-yl)-1H-pyrazolo[3,4-d]pyrimidine BrC1=NN(C2=NC(=NC(=C21)Cl)Cl)C2OCCCC2